2-((1s,2s)-2-aminocyclohexyl)-5-chloro-N-(thiophen-2-ylmethyl)-3-(trifluoromethyl)thieno[3,2-b]pyridin-7-amine N[C@@H]1[C@H](CCCC1)C1=C(C2=NC(=CC(=C2S1)NCC=1SC=CC1)Cl)C(F)(F)F